C1(CCC1)C1CCN(CC1)S(=O)(=O)C1=CC=C(C=C1)NC(C1=C(C=CC=C1)N(S(=O)(=O)C)C)=O N-(4-((4-cyclobutylpiperidin-1-yl)sulfonyl)phenyl)-2-(N-methylmethylsulfonamido)benzamide